CN1N=CC=C1C1=CC=C(C=C1)NC(C(=C)N1C(C2=CC=C(C=C2C=C1)N1CCCC1)=O)=O (R)-N-(4-(1-Methyl-1H-pyrazol-5-yl)phenyl)-2-(1-oxo-6-(pyrrolidin-1-yl)isoquinolin-2(1H)-yl)propenamide